N-[(S)-(6-bromo-7-fluoro-1-methylbenzimidazol-2-yl)(4-methylcyclohexyl)methyl]-2-methylpyrazole-3-carboxamide BrC=1C=CC2=C(N(C(=N2)[C@@H](NC(=O)C=2N(N=CC2)C)C2CCC(CC2)C)C)C1F